C[N+](CCCCCCCCCCCC[N+](CCC)(C)C)(CCC)C dodecamethylenebis(dimethylpropylammonium)